9-isopropyl-2-phenyl-N-(2-(trifluoromethyl)pyridin-4-yl)-9H-purin-6-amine C(C)(C)N1C2=NC(=NC(=C2N=C1)NC1=CC(=NC=C1)C(F)(F)F)C1=CC=CC=C1